tert-butyl 3-(dimethylcarbamoyl)azetidine-1-carboxylate CN(C(=O)C1CN(C1)C(=O)OC(C)(C)C)C